CC(C(=O)N1C(CCCC1)C=1NC(=CN1)C1=CC=C(C=C1)C)CC 2-methyl-1-(2-(5-(p-tolyl)-1H-imidazol-2-yl)piperidin-1-yl)butan-1-one